2,7-bis[2-(diethylamino)-ethoxy]-fluorenol C(C)N(CCOC1=C(C=2CC3=CC(=CC=C3C2C=C1)OCCN(CC)CC)O)CC